(R,E)-3-((3-(1-(2-(4-(dimethylamino)-N-methylbut-2-enamido)acetamido)propan-2-yl)phenyl)amino)-6-ethyl-5-methylpyrazine-2-carboxamide CN(C/C=C/C(=O)N(C)CC(=O)NC[C@H](C)C=1C=C(C=CC1)NC=1C(=NC(=C(N1)C)CC)C(=O)N)C